C(CCC)(C1=C(C(=CC(=C1)C)C(C)(C)C)O)C1=C(C(=CC(=C1)C)C(C)(C)C)O butylidene-bis(4-methyl-6-tert-butylphenol)